butenoic acid-maleic anhydride C(\C=C/C(=O)O)(=O)OC(C=CC)=O